4-amino-6-(4-cyanophenyl)-5-fluoro-3-vinyl-pyridine-2-carboxylic acid methyl ester COC(=O)C1=NC(=C(C(=C1C=C)N)F)C1=CC=C(C=C1)C#N